FC1=C(C=C(C(=C1)F)F)B(O)O 2,4,5-trifluoro-phenyl-boronic acid